4-[(2,6-difluorophenoxyethylsulfanyl)methyl]1,3-dihydroimidazol-2-one FC1=C(OCCSCC=2NC(NC2)=O)C(=CC=C1)F